methyl 5-[4-(tert-butoxycarbonyl)piperazin-1-yl]cinnoline-8-carboxylate C(C)(C)(C)OC(=O)N1CCN(CC1)C1=C2C=CN=NC2=C(C=C1)C(=O)OC